2-(6-(6-(4-(3-fluoro-1H-pyrazol-1-yl)benzyl)-3,6-diazabicyclo[3.1.1]heptan-3-yl)pyridin-3-yl)-6-methyl-N-(5-methyl-1H-pyrazol-3-yl)pyrimidin-4-amine FC1=NN(C=C1)C1=CC=C(CN2C3CN(CC2C3)C3=CC=C(C=N3)C3=NC(=CC(=N3)NC3=NNC(=C3)C)C)C=C1